(4-(1-methyl-1H-tetrazol-5-yl)phenyl)boronic acid CN1N=NN=C1C1=CC=C(C=C1)B(O)O